4-morpholino-N-(m-tolyl)pyrrolidine-2-carboxamide O1CCN(CC1)C1CC(NC1)C(=O)NC=1C=C(C=CC1)C